(4-chloro-2-fluorobenzyl)zinc (II) bromide [Br-].ClC1=CC(=C(C[Zn+])C=C1)F